FC(C(C=O)=O)F 3,3-difluoropropane-1,2-dione